3,5-bistrifluoromethyl-phenol oxygen [O].FC(C=1C=C(C=C(C1)C(F)(F)F)O)(F)F